sodium tetra(trifluoro ethyl)borate FC(C[B-](CC(F)(F)F)(CC(F)(F)F)CC(F)(F)F)(F)F.[Na+]